C(C=C)(=O)OCCCCCCCCCCC[SiH2]C(OC)OC acryloxyundecyldimethoxymethylsilane